C(C=C)OC(CCC(N1CCCCC1)=O)=O 4-oxo-4-piperidin-1-yl-butyric acid 2-propenyl ester